CC=1C(=CC=NC1)N1CC=CC=C1C 5',6-dimethyl-2H-[1,4'-bipyridine]